4-(2-(6-nitro-1H-indazol-1-yl)ethyl)piperidine-1-carboxylic acid tert-butyl ester (tert-butyl 4-(2-(6-nitro-1H-indazol-1-yl) ethyl) piperidine-1-carboxylate) C(C)(C)(C)C1N(CCC(C1)CCN1N=CC2=CC=C(C=C12)[N+](=O)[O-])C(=O)O.C(C)(C)(C)OC(=O)N1CCC(CC1)CCN1N=CC2=CC=C(C=C12)[N+](=O)[O-]